(R)-N-(1-(4-(7-(2,8-diazaspiro[4.5]decan-8-yl)-9H-pyrimido[4,5-b]indol-4-yl)-2-methylphenyl)ethyl)-3-(tert-butyl)-1,2,4-oxadiazole-5-carboxamide formate C(=O)O.C1NCCC12CCN(CC2)C2=CC=C1C3=C(NC1=C2)N=CN=C3C3=CC(=C(C=C3)[C@@H](C)NC(=O)C3=NC(=NO3)C(C)(C)C)C